6-(2,4-dimethoxypyrimidin-5-yl)-8-isopropyl-[1,2,4]triazolo[4,3-b]pyridazine COC1=NC=C(C(=N1)OC)C=1C=C(C=2N(N1)C=NN2)C(C)C